2-carboxy-D-arabitol C([C@H]([C@H]([C@](CO)(C(=O)O)O)O)O)O